NC1=CN=CN(N1)C1=CC(=C(C(=C1)Cl)OC=1C=C2C(=CC(=NC2=CC1)C1=CC=C(C=C1)Br)C)Cl 6-amino-2-(3,5-dichloro-4-((2-(4-bromophenyl)-4-methylquinolin-6-yl)oxy)phenyl)-1,2,4-triazine